C1(=CC=C(C=C1)CCC1C2C=CC(C1)C2)C2=CC=CC=C2 5-(2-([1,1'-biphenyl]-4-yl)ethyl)bicyclo[2.2.1]hept-2-ene